ClC=1C=C(C=CC1)[C@H](C(=O)N1[C@H]2CC([C@@H]([C@@H]1C(=O)N[C@@H](C[C@H]1C(NCC1)=O)C#N)CC2)(F)F)O (1R,3R,4R)-2-((R)-2-(3-chlorophenyl)-2-hydroxyacetyl)-N-((S)-1-cyano-2-((S)-2-oxopyrrolidin-3-yl)ethyl)-5,5-difluoro-2-azabicyclo[2.2.2]octane-3-carboxamide